(S)-N-((S)-(3-chloro-2,4-difluorophenyl)(3,3-dimethylcyclobutyl)methyl)-5-oxo-pyrrolidine-3-carboxamide ClC=1C(=C(C=CC1F)[C@@H](NC(=O)[C@@H]1CNC(C1)=O)C1CC(C1)(C)C)F